2-((1S,3S)-1-(3-bromophenyl)-3-hydroxycyclobutane-1-carbonyl)-N-methylhydrazine BrC=1C=C(C=CC1)C1(CC(C1)O)C(=O)NNC